6-methyl-2-methylamino-4-hydroxy-1-acryloyloxynaphthalene CC=1C=C2C(=CC(=C(C2=CC1)OC(C=C)=O)NC)O